(R)-1-((7-cyano-2-(3'-(3-(((R)-3-hydroxypyrrolidin-1-yl)methyl)-1,7-naphthyridin-8-ylamino)-2,2'-dimethylbiphenyl-3-yl)benzo[d]oxazol-5-yl)methyl)pyrrolidine-3-carboxylic acid oxalate C(C(=O)O)(=O)O.C(#N)C1=CC(=CC=2N=C(OC21)C=2C(=C(C=CC2)C2=C(C(=CC=C2)NC=2N=CC=C1C=C(C=NC21)CN2C[C@@H](CC2)O)C)C)CN2C[C@@H](CC2)C(=O)O